N[C@@H](CC1=CC(=C(OCB(O)O)C=C1)F)C(=O)OC 4-[(2S)-2-amino-3-methoxy-3-oxopropyl]-2-fluorophenoxymethylboronic acid